(4-fluoropiperidin-1-yl)(3-methyl-1-(pyrazin-2-yl)-1H-indol-5-yl)methanone ethyl-8-bromo-1-(3,5-dichlorophenyl)-7-methoxy-5H-isothiochromeno[4,3-c]pyrazole-3-carboxylate C(C)OC(=O)C=1C2=C(N(N1)C1=CC(=CC(=C1)Cl)Cl)C=1C=C(C(=CC1CS2)OC)Br.FC2CCN(CC2)C(=O)C=2C=C1C(=CN(C1=CC2)C2=NC=CN=C2)C